(tert-butyl)-N-cyclopropyl-2-methoxy-1H-imidazole-1-carboxamide C(C)(C)(C)C=1N=C(N(C1)C(=O)NC1CC1)OC